4'-((2-Butyl-4-oxo-1,3-diazaspiro[4.4]non-1-en-3-yl)methyl-d2)-N-(4-fluoro-5-methylisoxazol-3-yl)-2'-(ethoxymethyl)-[1,1'-biphenyl]-2-sulfonamide C(CCC)C1=NC2(C(N1C(C1=CC(=C(C=C1)C=1C(=CC=CC1)S(=O)(=O)NC1=NOC(=C1F)C)COCC)([2H])[2H])=O)CCCC2